lead oxide aluminum [Al].[Pb]=O